C(C)OC(=O)[C@H]1[C@@H](C1)[B-](F)(F)F.ClC1=CC=C(C=C1)C1=CC(=NC=C1OCC1CC1)C(=O)N[C@H]1[C@H](CCCC1)O 4-(4-chlorophenyl)-5-(cyclopropylmethoxy)-N-[(1r,2s)-2-hydroxycyclohexyl]pyridine-2-carboxamide (trans-2-ethoxycarbonylcyclopropyl)-trifluoroborate